(6aS)-6-METHYL-5,6,6a,7-TETRAHYDRO-4H-DIBENZO[de,g]QUINOLINE-10,11-DIOL CN1CCC=2C3=C(C4=C(C[C@H]13)C=CC(=C4O)O)C=CC2